1,3,5-tris(chloromethyl)-benzene ClCC1=CC(=CC(=C1)CCl)CCl